1-(3,3-dimethylcyclopent-1-en-1-yl)ethan-1-one CC1(C=C(CC1)C(C)=O)C